(S)-N-(1-(2-Fluoro-4-methylphenyl)ethyl)-2-(1-methyl-4-oxo-3-(trifluoromethyl)-1,4-dihydro-5H-pyrazolo[3,4-d]pyridazin-5-yl)acetamid FC1=C(C=CC(=C1)C)[C@H](C)NC(CN1N=CC2=C(C1=O)C(=NN2C)C(F)(F)F)=O